(E)-2-hydroxy-3-methoxy-5-(4-methoxystyryl)benzaldehyde OC1=C(C=O)C=C(C=C1OC)\C=C\C1=CC=C(C=C1)OC